N-(4-(5-(6-(1H-pyrazol-1-yl)pyridin-3-yl)-4-amino-7-methyl-7H-pyrrolo[2,3-d]pyrimidin-6-yl)phenyl)methacrylamide N1(N=CC=C1)C1=CC=C(C=N1)C1=C(N(C=2N=CN=C(C21)N)C)C2=CC=C(C=C2)NC(C(=C)C)=O